FC=1C=C(C=C(C1N1CCN(CCC1)C)F)NC1=NC=C(C(=N1)N1OCCC1C1=CC=CC=C1)C(F)(F)F N-(3,5-difluoro-4-(4-methyl-1,4-diazepan-1-yl)phenyl)-4-(3-phenylisoxazolidin-2-yl)-5-(trifluoromethyl)pyrimidin-2-amine